[N-]=[N+]=[N-].[Na+] (e)-sodium azide